CC1=CC=CC(=N1)C1=C(C=NN1)C=1C=C2C(=CC=NC2=CC1)C(=O)OC1CCNCC1 4-piperidyl 6-[5-(6-methyl-2-pyridyl)-1H-pyrazol-4-yl]quinoline-4-carboxylate